bis(2,3,4-trihydroxyphenyl)methane OC1=C(C=CC(=C1O)O)CC1=C(C(=C(C=C1)O)O)O